O=C(CCSSC1=NC=CC=C1)NCCCCCC(=O)ON1C(C(CC1=O)S(=O)(=O)O)=O 6-[[1-oxo-3-(2-pyridyldithio)propyl]amino]-hexanoic acid, 2,5-dioxo-3-sulfo-1-pyrrolidinyl ester